CN1C(CNCC1)C1=NC=CC(=C1)C1=NNC(=C1C#CC1=CC(=CC=C1)S(N)(=O)=O)C 3-(2-(N-methylpiperazinyl)-pyridin-4-yl)-4-(3-sulfamoylphenylethynyl)-5-methyl-pyrazole